C[C@H](CCCC(C)C(=O)O)[C@H]1CC[C@@H]2[C@@]1(CC[C@H]3[C@H]2[C@@H](CC4=CC(=O)CC[C@]34C)O)C 7alpha-Hydroxy-3-oxo-4-cholestenoic acid